CNC(=O)NCCCCCCCCCCC N-methyl-N'-undecyl-urea